C1(CC1)N(C1=C2C=C(NC2=C(C(=C1)C1=C(C=C(C=C1)OC)F)OC)C1=C(C=C(C=C1)NC(=O)NOC)F)C1=C(C=CC=C1OC)F 1-(4-(4-(cyclopropyl-(2-fluoro-6-methoxyphenyl)amino)-6-(2-fluoro-4-methoxyphenyl)-7-methoxy-1H-indol-2-yl)-3-fluorophenyl)-3-methoxyurea